FC(C1=C(C=C2CCCN(C2=C1)C=1N=C(C=C2C=CC=NC12)C(=O)OCC)C=1CCN(CC1)C)F Ethyl 8-[7-difluoromethyl-6-(1-methyl-1,2,3,6-tetrahydropyridin-4-yl)-3,4-dihydro-2H-quinolin-1-yl]-[1,7]naphthyridine-6-carboxylate